O=S1(CCC2=NC=CC(=C21)NC(C)=O)=O N-{1,1-dioxo-2H,3H-1λ6-thieno[3,2-b]pyridin-7-yl}acetamide